CC1=C(C=CC=C1NC=1C=CC=C2C=C(C=NC12)C=O)C1=CC=CC=C1 8-[(2-methylbiphenyl-3-yl)amino]Quinoline-3-carbaldehyde